C(C)N1C(NC2=C(C1=O)SC(=C2)CN2CC1N(C=3N(CC1)C(C(=CC3)C(=O)NC)=O)CC2)=O 3-((3-ethyl-2,4-dioxo-1,2,3,4-tetrahydrothieno[3,2-d]pyrimidin-6-yl)methyl)-N-methyl-8-oxo-2,3,4,4a,5,6-hexahydro-1H,8H-pyrazino[1,2-c]pyrido[1,2-a]pyrimidine-9-carboxamide